BrC=1C(=CC=2C3=C(C(=NC2C1F)SC)N=NN3[C@@H]3C[C@H](N(CC3)C(=O)OC(C)(C)C)CC(=O)O)I 2-((2S,4S)-4-(7-bromo-6-fluoro-8-iodo-4-(methylthio)-1H-[1,2,3]triazolo[4,5-c]quinolin-1-yl)-1-(tert-butoxycarbonyl)piperidin-2-yl)acetic acid